C(CCC)OC1(C=O)C=CC(C=O)(C=C1)OCCCC 1,4-dibutoxyterephthalaldehyde